3-(2-aminooxazol-4-yl)benzonitrile NC=1OC=C(N1)C=1C=C(C#N)C=CC1